N1(CCCC1)C1=CC=C(C=2C=CC=NC12)C(=O)O 8-(pyrrolidin-1-yl)quinoline-5-carboxylic acid